(R)- or (S)-2-Cyclopropyl-4-(2-cyclopropyl-benzyl)-6-(2'-methoxy-4'-methyl-3,4,5,6-tetrahydro-2H-[1,3']bipyridinyl-4-yl)-7-methyl-2,4,6,7-tetrahydro-pyrazolo[4,3-d]pyrimidin-5-one C1(CC1)N1N=C2C(N(C(N([C@@H]2C)C2CCN(CC2)C=2C(=NC=CC2C)OC)=O)CC2=C(C=CC=C2)C2CC2)=C1 |o1:10|